C(CCC)[C@]1(OC1)CC |r| (+-)-2-butyl-2-ethyl-oxirane